4-[[(1S,2S)-6-chloro-2-(dimethylamino)-4-methyl-2,3-dihydro-1H-inden-1-yl]oxy]-3-fluorobenzene ClC1=CC(=C2C[C@@H]([C@H](C2=C1)OC1=C(C=CC=C1)F)N(C)C)C